2-[4-(cyclopropyl-methylsulfonyl)-3-methyl-phenyl]-4,4,5,5-tetramethyl-1,3,2-dioxaborolane C1(CC1)CS(=O)(=O)C1=C(C=C(C=C1)B1OC(C(O1)(C)C)(C)C)C